(S)-quinuclidin-3-yl (2,2-dimethyl-6-(3-(trifluoromethyl)phenyl)-2,3-dihydrobenzofuran-3-yl)carbamate CC1(OC2=C(C1NC(O[C@@H]1CN3CCC1CC3)=O)C=CC(=C2)C2=CC(=CC=C2)C(F)(F)F)C